FC(OC1=CC=C(C=C1)NC1=CC(=CC2=C1OCCCC2C2=CC=CC=C2)C2=C(C=CC(=C2)C)C2=NN=NN2)F N-(4-(difluoromethoxy)phenyl)-7-(5-methyl-2-(1H-tetrazol-5-yl)phenyl)-5-phenyl-2,3,4,5-tetrahydrobenzo[b]oxepin-9-amine